5-(4-[[2-(hexahydropyridine-1-yl)ethyl]oxy]phenyl)-3-(1H-pyrazol-3-yl)-1-[(4-methylphenyl)dioxy-λ6-thio]pyrrolo[2,3-b]pyridine N1(CCCCC1)CCOC1=CC=C(C=C1)C=1C=C2C(=NC1)N(C=C2C2=NNC=C2)[SH4]OOC2=CC=C(C=C2)C